(R)-7-chloro-3,4-dihydro-2H-pyrano[3,2-c]pyridin-3-amine ClC1=CC2=C(C=N1)C[C@H](CO2)N